N-[(3S,4R)-1-methyl-3-methyl-4-azepanyl]-6-[3-(4-mesyl-2-anisidino)-1-propynyl]-1-(2,2,2-trifluoroethyl)-1H-1,3-benzimidazole-4-carboxamide CN1C[C@@H]([C@@H](CCC1)NC(=O)C1=CC(=CC=2N(C=NC21)CC(F)(F)F)C#CCNC=2C(OC)=CC=C(C2)S(=O)(=O)C)C